C1=C(C=C2C=CC=C3C4=CC=CC5=CC=CC(C1=C23)=C45)N(C4=CC=CC=C4)C4=CC=C(C=C4)C4=CC=C(C=C4)N(C4=CC=5C=2C=CC=C3C=CC=C(C1=CC=CC(=C4)C15)C32)C3=CC=CC=C3 bis[N-(2-peryleneyl)-N-phenylamino]biphenyl